1-methyl-4-prop-2-ylcyclohex-1,4-diene CC1=CCC(=CC1)C(C)C